C(C)OC(=O)[C@@H]1N(CC(CC1)=O)C(=O)OC(C)(C)C (2R)-5-oxopiperidine-1,2-dicarboxylic acid O1-tert-butyl ester O2-ethyl ester